N-(5-(6-(3,4-dimethoxyphenyl)pyrazin-2-yl)thiophen-3-yl)hexanamide COC=1C=C(C=CC1OC)C1=CN=CC(=N1)C1=CC(=CS1)NC(CCCCC)=O